4-(5-((2,4-dimethylpyridin-3-yl)oxy)-1-(2-fluoro-2-methylpropyl)-1H-indazol-6-yl)-N-ethyl-6-methyl-7-oxo-6,7-dihydro-1H-pyrrolo[2,3-c]pyridine-2-carboxamide CC1=NC=CC(=C1OC=1C=C2C=NN(C2=CC1C=1C2=C(C(N(C1)C)=O)NC(=C2)C(=O)NCC)CC(C)(C)F)C